N-[(1R)-1-[3-(1,1-difluoro-2-hydroxy-ethyl)-2-fluoro-phenyl]ethyl]-1-(2,4-diFluorophenyl)-6-oxo-pyridazine-3-carboxamide FC(CO)(F)C=1C(=C(C=CC1)[C@@H](C)NC(=O)C1=NN(C(C=C1)=O)C1=C(C=C(C=C1)F)F)F